FC1CN(C1)C(=O)C1=NC=C(C=C1)C1=CC=CC=2N1N=CC2C(=O)N2CCCCC2 (3-fluoroazetidin-1-yl)-[5-[3-(piperidine-1-carbonyl)pyrazolo[1,5-a]pyridin-7-yl]-2-pyridyl]methanone